(3R,5S)-3-((6-((S)-amino((1r,4S)-4-methylcyclohexyl)methyl)-3-(tetrahydro-2H-pyran-4-yl)imidazo[1,2-b][1,2,4]triazin-2-yl)methyl)-5-(trifluoromethyl)piperidin-2-one N[C@H](C=1N=C2N(N=C(C(=N2)C2CCOCC2)C[C@@H]2C(NC[C@H](C2)C(F)(F)F)=O)C1)C1CCC(CC1)C